C(CCCCCCCCCCCCCCCCCCC(=O)O)(=O)O eicosanediic acid